2-hexyl butenoate C(C=CC)(=O)OC(C)CCCC